FC=1C(=C(C=CC1F)C(=O)N1CC(C1)([C@H]1NCCCC1)O)NC1=C(C=C(C=C1)I)F [3,4-difluoro-2-[(2-fluoro-4-iodophenyl)amino]phenyl][3-hydroxy-3-[(2S)-2-piperidinyl]-1-azetidinyl]methanone